Br.Br.Cl.Cl.Cl.Cl tetra-hydrochloride, dihydrobromide